C(C)(C)P(CCCN)C(C)C 3-(diisopropylphosphino)propylamine